1,3-bis(2,4-diamino-1,3,5-triazine-6-yl)benzene NC1=NC(=NC(=N1)N)C1=CC(=CC=C1)C1=NC(=NC(=N1)N)N